[Si](C)(C)(C(C)(C)C)O[C@H]1[C@@H](CCCC1)NC1=CC2=C(N=C(S2)Cl)C=C1 |r| rac-N-((1R,2R)-2-((tert-butyldimethylsilyl)oxy)cyclohexyl)-2-chlorobenzo[d]thiazol-6-amine